OC1=CC(=C(C(=C1)C)CCC(=O)O)C 3-(4-hydroxy-2,6-dimethylphenyl)propionic acid